2-(7-((2S,5R)-2,5-diethyl-4-(1-(1-ethyl-1H-imidazol-2-yl)ethyl)piperazin-1-yl)-4-methyl-5-oxo-4,5-dihydro-2H-pyrazolo[4,3-b]pyridin-2-yl)acetonitrile C(C)[C@@H]1N(C[C@H](N(C1)C(C)C=1N(C=CN1)CC)CC)C=1C=2C(N(C(C1)=O)C)=CN(N2)CC#N